2-amino-3-(tert-butoxy)butanoic acid NC(C(=O)O)C(C)OC(C)(C)C